2,3-dihydro-2-phenyl-flavone C1(=CC=CC=C1)C1(OC2=CC=CC=C2C(C1)=O)C1=CC=CC=C1